C(=O)C(C#N)CNC=O.[Na] sodium formyl-beta-formamidopropionitrile